N-methyl-phenylethylenediamine CNCCNC1=CC=CC=C1